N-[2-(2-aminoethoxy)ethyl]-4-[[3-(2,3-difluoro-4-methoxy-phenyl)imidazo[1,2-a]pyrazin-8-yl]amino]-2,3-difluoro-benzamide NCCOCCNC(C1=C(C(=C(C=C1)NC=1C=2N(C=CN1)C(=CN2)C2=C(C(=C(C=C2)OC)F)F)F)F)=O